NC1=NC=C(C=N1)C=1C=CC=2N(N1)C(=CN2)I 6-(2-Aminopyrimidin-5-yl)-3-iodoimidazo[1,2-b]pyridazine